C(CC(=O)[O-])C1C(=O)NC(=O)N1 The molecule is a monocarboxylic acid anion that is the conjugate base of hydantoin-5-propionic acid, obtained by deprotonation of the carboxy group; major species at pH 7.3. It has a role as a mouse metabolite. It is a conjugate base of a hydantoin-5-propionic acid.